BrC=1C=2N(C=C(C1)C=1C=NN(C1)C1CCN(CC1)C(=O)OC(C)(C)C)N=CC2C#N t-Butyl 4-[4-(4-bromo-3-cyano-pyrazolo[1,5-a]pyridin-6-yl)pyrazol-1-yl]piperidine-1-carboxylate